1-[4-(7-Morpholin-4-ylquinazolin-4-yl)-pyridin-2-yl]-1-thiazol-2-ylethanol N1(CCOCC1)C1=CC=C2C(=NC=NC2=C1)C1=CC(=NC=C1)C(C)(O)C=1SC=CN1